3-(4-Benzylphenyl)-2-(4-chlorophenyl)imidazo[1,2-a]pyridin C(C1=CC=CC=C1)C1=CC=C(C=C1)C1=C(N=C2N1C=CC=C2)C2=CC=C(C=C2)Cl